ClC1=C(C=CC=C1F)[C@H](C)NC(=O)C1=NN(C(C=C1)=O)C1=C(C=CC=C1)F N-[(1S)-1-(2-chloro-3-fluoro-phenyl)ethyl]-1-(2-fluorophenyl)-6-oxo-pyridazine-3-carboxamide